CC1(OB(OC1(C)C)C1=C(CN(CC1)C(=O)OC(C)(C)C)C(=O)OCC)C 1-(tert-butyl) 3-ethyl 4-(4,4,5,5-tetramethyl-1,3,2-dioxaborolan-2-yl)-5,6-dihydro-pyridine-1,3(2H)-dicarboxylate